1-ethynyl-2-fluoro-8-iodo-6-(methoxymethoxy)naphthalene C(#C)C1=C(C=CC2=CC(=CC(=C12)I)OCOC)F